C(C)(=O)OCCC1=CC=C(C=C1)O 1-4-hydroxy-phenyl-2-ethyl acetate